ClC1=CC=C(C=C1)C=1OC2=CC=CC=C2C(C1C1=NC2=CC=CC=C2C=C1)=O 2-(4-chlorophenyl)-3-(quinolin-2-yl)-4H-chromen-4-one